[Na+] The molecule is a monoatomic monocation obtained from sodium. It has a role as a human metabolite and a cofactor. It is an alkali metal cation, an elemental sodium, a monovalent inorganic cation and a monoatomic monocation.